[(2S,3S,4R,5R)-4,5,6-tri(butanoyloxy)-2-methyl-tetrahydropyran-3-yl]butanoate C(CCC)(=O)O[C@@H]1[C@H]([C@@H](OC([C@@H]1OC(CCC)=O)OC(CCC)=O)C)OC(CCC)=O